1-(3-((2-((3-Methyl-1-(1-methylpiperidin-4-yl)-1H-pyrazol-4-yl)amino)-5-(trifluoromethyl)pyridin-4-yl)amino)propyl)azetidin-2-on CC1=NN(C=C1NC1=NC=C(C(=C1)NCCCN1C(CC1)=O)C(F)(F)F)C1CCN(CC1)C